23,23-dimethyl-25-oxa-16λ6-thia-11,13,14,17,22,27,33-heptaazaheptacyclo-[24.3.1.112,15.117,19.119,22.02,10.05,9]tritriaconta-1(29),2,4,9,12,14,26(30),27-octaene-16,16-dioxide CC1(N2CCC3(CN(S(C4=NN=C(NC5=C6CCCC6=CC=C5C5=CC=NC(OC1)=C5)N4)(=O)=O)C3)C2)C